C(C)(=O)OCCC1=NC(=NC(=C1C1OCCO1)N[C@H](C)C1=C(C(=CC=C1)C(F)F)F)OC (R)-2-(6-((1-(3-(diFluoromethyl)-2-fluorophenyl)ethyl)amino)-5-(1,3-dioxolan-2-yl)-2-methoxypyrimidin-4-yl)ethyl acetate